(2R)-2-[6-(5-chloro-2-{[(2S)-1-hydroxypropan-2-yl]amino}pyrimidin-4-yl)-1-oxo-2,3-dihydro-1H-isoindol-2-yl]-N-[(1S)-2-hydroxy-1-(3-methoxyphenyl)ethyl]propionamide ClC=1C(=NC(=NC1)N[C@H](CO)C)C1=CC=C2CN(C(C2=C1)=O)[C@@H](C(=O)N[C@H](CO)C1=CC(=CC=C1)OC)C